FC=1C=C2C3=C(N=C(N3CCNC2=O)NC2CCN(CC2)C)C1 4-fluoro-1-((1-methylpiperidin-4-yl)amino)-8,9-dihydro-2,7,9a-triazabenzo[cd]azulen-6(7H)-one